N[C@@H]1CN(CCC1)C1=CC(=NC=C1C#CC=1C=NN(C1)C(F)(F)F)NC1=NC(=C(C=C1)[N+](=O)[O-])C1=C(C=CC=C1OC)F 4-((S)-3-aminopiperidin-1-yl)-N-(6-(2-fluoro-6-methoxyphenyl)-5-nitropyridin-2-yl)-5-((1-(trifluoromethyl)-1H-pyrazol-4-yl)ethynyl)pyridin-2-amine